[N+](=O)([O-])CCCCCO nitroamyl alcohol